ClC=1C(N(C(=CC1OCC1=NC=C(C=C1F)F)C)C1=CC(=NC=C1C)N1C(C(=CC=C1)C(C)(C)O)=O)=O 3''-chloro-4''-((3,5-difluoropyridin-2-yl)methoxy)-3-(2-hydroxypropan-2-yl)-5',6''-Dimethyl-2H,2''H-[1,2':4',1''-terpyridine]-2,2''-dione